5-(4-fluoro-1-piperidyl)-1,3-benzoxazole FC1CCN(CC1)C=1C=CC2=C(N=CO2)C1